methyl 2-methyl-5-oxo-5,6-dihydroimidazo[1,2-c]quinazoline-8-carboxylate CC=1N=C2N(C(NC=3C=C(C=CC23)C(=O)OC)=O)C1